Methyl-2-methylpropanoate COC(C(C)C)=O